CC1=C(COC2=C(C(=O)OC)C=C(C=C2)N2CCN(CC2)C2=C(C(=CC=C2)C)C)C=C(C=C1)C methyl 2-((2,5-dimethylbenzyl)oxy)-5-(4-(2,3-dimethylphenyl)piperazin-1-yl)-benzoate